(3R,R)-3-({2-[2-(S-methylsulfonimidoyl)phenyl][1,2,4]triazolo[1,5-c]quinazolin-5-yl}amino)azepin-2-one C[S@](=O)(=N)C1=C(C=CC=C1)C1=NN2C(=NC=3C=CC=CC3C2=N1)NC=1C(N=CC=CC1)=O